CN[C@H]1[C@@H](CCCC1)NC |o1:2,3| rel-(1R,2R)-N1,N2-dimethylcyclohexane-1,2-diamine